3-[[4-[(2R)-4,4-dimethyl-2-[(1-methyl-2-oxo-3-pyridyl)methylamino]pentoxy]-6-(2,6-dimethylphenyl)pyrimidin-2-yl]sulfamoyl]benzoic acid CC(C[C@H](COC1=NC(=NC(=C1)C1=C(C=CC=C1C)C)NS(=O)(=O)C=1C=C(C(=O)O)C=CC1)NCC=1C(N(C=CC1)C)=O)(C)C